N-(6-(4-cyanophenyl)thiazolo[4,5-b]pyrazin-2-yl)-3-(2-fluoro-6-methoxyphenyl)pyridine-4-carboxamide C(#N)C1=CC=C(C=C1)C=1N=C2C(=NC1)N=C(S2)NC(=O)C2=C(C=NC=C2)C2=C(C=CC=C2OC)F